3-(5-(2-cyclohexyl-1-methyl-1H-imidazol-5-yl)-1-oxoisoindolin-2-yl)piperidine-2,6-dione C1(CCCCC1)C=1N(C(=CN1)C=1C=C2CN(C(C2=CC1)=O)C1C(NC(CC1)=O)=O)C